C(C1=CC=CC=C1)(C1=CC=CC=C1)(C1=CC=CC=C1)[N@@]1C(C1)C=O (S)-1-tritylazacyclopropane-2-formaldehyde